tert-butyl N-(7-bromobenzofuran-5-yl)carbamate BrC1=CC(=CC=2C=COC21)NC(OC(C)(C)C)=O